disodium isotridecanol C(CCCCCCCCCC(C)C)O.[Na].[Na]